C(C)(=O)NC1=CC=C(C=C1)S(=O)(=O)N=[N+]=[N-] 4-acetamidobenzene-1-sulfonyl azide